FC(C=1C(=C(C=CC1)[C@@H](C)NC1=CN=NC2=CC=C(C=C12)N[C@H]1COCC1)F)F N4-((R)-1-(3-(difluoromethyl)-2-fluorophenyl)ethyl)-N6-((R)-tetrahydrofuran-3-yl)cinnoline-4,6-Diamine